O=C1NC(CCC1C1=CC=C(CN2CCC(CC2)C=2OC3=C(N2)C=C(C(=C3)NC(C3=CN=C(C=C3)C(F)(F)F)=O)C(C)(C)O)C=C1)=O N-(2-(1-(4-(2,6-dioxopiperidin-3-yl)benzyl)piperidin-4-yl)-5-(2-hydroxypropan-2-yl)benzo[d]oxazol-6-yl)-6-(trifluoromethyl)nicotinamide